methyl 4-((4-(1-(tert-butoxy)-2-methyl-1-oxopropan-2-yl) phenyl) amino)-6-chloropyridazine-3-carboxylate C(C)(C)(C)OC(C(C)(C)C1=CC=C(C=C1)NC1=C(N=NC(=C1)Cl)C(=O)OC)=O